2-(2,4-difluorophenyl)-1-(((2-(4-fluorophenyl)-3-(pyridin-4-yl)pyrazolo[1,5-a]pyridin-6-yl)methyl)(methyl)amino)-3-(1H-1,2,4-triazol-1-yl)propan-2-ol FC1=C(C=CC(=C1)F)C(CN(C)CC=1C=CC=2N(C1)N=C(C2C2=CC=NC=C2)C2=CC=C(C=C2)F)(CN2N=CN=C2)O